BrC1=C(C=CC2=CC=CC=C12)C1=C(C=CC=C1)C1=NC(=NC(=N1)C1=CC=CC=C1)C1=CC=CC=C1 2-(2-(1-bromonaphthalen-2-yl)phenyl)-4,6-diphenyl-1,3,5-triazine